C(C)(C)(C)OC(=O)N1CCN(CC1)C=1C2=C(N=CN1)[C@@H](C[C@H]2C)O 4-[(5R,7R)-7-hydroxy-5-methyl-6,7-dihydrocyclopenta[d]pyrimidin-4-yl]piperazine-1-carboxylic acid tert-butyl ester